FC1(CCN(CC1)C1=CC(=CC(=N1)C=1N=NN(C1)C1=C(C=C(C=C1)NS(=O)(=O)CCO)N1CCCCC1)C)F N-(4-(4-(6-(4,4-difluoropiperidin-1-yl)-4-methylpyridin-2-yl)-1H-1,2,3-triazol-1-yl)-3-(piperidin-1-yl)phenyl)-2-hydroxyethane-1-sulfonamide